8-((3R,5S)-3-amino-5-methylpiperidin-1-yl)quinoxaline N[C@H]1CN(C[C@H](C1)C)C=1C=CC=C2N=CC=NC12